CC#CCC 2-Pentyne